N1N=CC=C1C=1C=CC(=NC1)OC1=CC=C(C=C1)C1=NOC(=N1)C[C@@H](CO)N (S)-3-(3-(4-((5-(1H-Pyrazol-5-yl)pyridin-2-yl)oxy)phenyl)-1,2,4-oxadiazol-5-yl)-2-aminopropan-1-ol